C(C1=CC=CC=C1)OC1=C(N)C(=CC=C1)[N+](=O)[O-] 2-Benzyloxy-6-nitro-aniline